N[C@H]1CN(CC1)C(=O)OC(C)(C)C tert-butyl (3R)-3-amino-pyrrolidine-1-carboxylate